C(C#C)O prop-2-yn-ol